1H-inden-6-yl propionate C(CC)(=O)OC1=CC=C2C=CCC2=C1